NC=1C=2N(C=CN1)C(=CN2)C(C2=C(C=CC(=C2)Br)N2CC(CCC2)(C(NC)=O)NC(OC(C)(C)C)=O)O tert-butyl (1-(2-((8-aminoimidazo[1,2-a]pyrazin-3-yl)(hydroxy)methyl)-4-bromophenyl)-3-(methylcarbamoyl)piperidin-3-yl)carbamate